ClC1=CC2=C(C=3N(CCC2)C2=C(C3C3=CC(=C(C=C3)OC3=NC=CC(=N3)C)F)C(=NC=N2)N)C=N1 3-chloro-13-(3-fluoro-4-((4-methylpyrimidin-2-yl)oxy)phenyl)-6,7-dihydro-5H-pyrido[3,4-c]pyrimido[5',4':4,5]pyrrolo[1,2-a]azepine-12-amine